COC(=O)[C@@]1(C[C@H](CC1)NC(=O)OC(C)(C)C)CC1=CC(=C(C=C1)F)C1=NC=C(C=N1)F (1R,3S)-3-((tert-Butoxycarbonyl)amino)-1-(4-fluoro-3-(5-fluoropyrimidin-2-yl)benzyl)cyclopentane-1-carboxylic acid methyl ester